O=C1NC2=C(C=CC=C2C1=O)C(=O)NC1CCC(CC1)NC1=CC(=NC2=CC=C(C=C12)Cl)C(F)(F)F 2,3-dioxo-N-[(1s,4s)-4-{[6-chloro-2-(trifluoromethyl)quinolin-4-yl]amino}cyclohexyl]-2,3-dihydro-1H-indole-7-carboxamide